C(C)(C)(C)C=1C=C(C=C(C1O)C(C)(C)C)CCC(=O)OCCCCCCOC(CCC1=CC(=C(C(=C1)C(C)(C)C)O)C(C)(C)C)=O hexamethylene bis(3-(3,5-di-tert.-butyl-4-hydroxyphenyl)propionate)